CN1CCN(CC1)C([C@H](CCCN[C@H]1[C@@H](C1)C1=CC=C(C=C1)F)NC(C1=CC=C(C=C1)N1N=NC=C1)=O)=O N-[(2S)-1-(4-(methyl)piperazin-1-yl)-5-[[(1R,2S)-2-(4-fluorophenyl)-cyclopropyl]amino]-1-oxopentan-2-yl]-4-(1H-1,2,3-triazol-1-yl)benzamide